2-(4-cyclopropyl-2-(difluoromethoxy)pyridin-3-yl)-4-(4-(1-ethyl-4-(trifluoromethyl)-1H-imidazol-2-yl)benzyl)-6,7-dihydro-[1,2,4]triazolo[1,5-a]pyrimidin-5(4H)-one C1(CC1)C1=C(C(=NC=C1)OC(F)F)C1=NN2C(N(C(CC2)=O)CC2=CC=C(C=C2)C=2N(C=C(N2)C(F)(F)F)CC)=N1